N-(4-(Methylsulfonamido)benzyl)-3-((4-oxo-7-(5-(trifluoromethyl)-1H-pyrazol-4-yl)quinazolin-3(4H)-yl)methyl)benzamide CS(=O)(=O)NC1=CC=C(CNC(C2=CC(=CC=C2)CN2C=NC3=CC(=CC=C3C2=O)C=2C=NNC2C(F)(F)F)=O)C=C1